(R)-3-((3-chloroquinolin-5-yl)amino)pyrrolidine-1-carboxylic acid tert-butyl ester C(C)(C)(C)OC(=O)N1C[C@@H](CC1)NC1=C2C=C(C=NC2=CC=C1)Cl